CS(=O)(=O)C=1C=C(CN2CC3=CC=C(C=C3C2)C2=NOC=N2)C=CC1OCC1CCN(CC1)S(=O)(=O)C 3-(2-(3-(Methylsulfonyl)-4-((1-(methylsulfonyl)piperidin-4-yl)methoxy)benzyl)-isoindolin-5-yl)-1,2,4-oxadiazole